N[C@H](C(=O)NCCNC(=O)C1=C(C(=C(S1)NC(C(CC)C1=CC=C(C=C1)F)=O)C(=O)OC)C)C(C)C Methyl 5-((2-((S)-2-amino-3-methylbutanamido) ethyl) carbamoyl)-2-(2-(4-fluorophenyl) butyrylamino)-4-methylthiophene-3-carboxylate